O=C1NC(CCC1C1=C(C=C(C=C1F)N1CC(C1)NC1=NN=C(O1)C1=CC=C(C#N)C=C1)F)=O 4-(5-((1-(4-(2,6-dioxopiperidin-3-yl)-3,5-difluorophenyl)azetidin-3-yl)amino)-1,3,4-oxadiazol-2-yl)benzonitrile